NC=1C=C(C(=CC1OC)C(=O)OC)C(=O)OC dimethyl 4-amino-5-methoxy-benzene-1,2-dicarboxylate